CN(C(C(F)(F)F)=O)C[C@@H]1N(CCN(C1)C1=C(C(=CC=C1[N+](=O)[O-])OC1=CC=CC=C1)C(F)(F)F)C(=O)OC(C)(C)C tert-butyl (2R)-2-{[methyl(trifluoroacetyl)amino]methyl}-4-[6-nitro-3-phenoxy-2-(trifluoromethyl)phenyl]piperazine-1-carboxylate